N=1C=CN2C1C=CC(=C2)OC2=C(C=C(C=C2)NC=2C1=C(N=CN2)SC2=C1CCNC2)C N-(4-(imidazo[1,2-a]pyridin-6-yloxy)-3-methylphenyl)-5,6,7,8-tetrahydropyrido[4',3':4,5]thieno[2,3-d]pyrimidin-4-amine